(1R,2S)-2-{3-[(2,5-dimethoxypyrimidin-4-yl)amino]-1H-indazol-6-yl}-5'-methoxyspiro[cyclopropane-1,3'-indol]-2'(1'H)-one COC1=NC=C(C(=N1)NC1=NNC2=CC(=CC=C12)[C@@H]1C[C@@]12C(NC1=CC=C(C=C21)OC)=O)OC